C(C1=CC=CC=C1)OC(=O)NCCC1C2OC2CN1C(=O)OC(C)(C)C tert-butyl 2-(2-(((benzyloxy) carbonyl) amino) ethyl)-6-oxa-3-azabicyclo-[3.1.0]hexane-3-carboxylate